ClC1=CC=C(C=C1)C(C=O)C=O 2-(4-chlorophenyl)malonaldehyde